2-citraconimidophenyl-hexane C1(C(C)=CC(N1C1=C(C=CC=C1)CCCCCC)=O)=O